FC(C(=O)O)(F)F.CN1C(CCC2=CC=CC=C12)=O 1-methyl-3,4-dihydroquinolin-2-one trifluoroacetate